BrC1=CC=C(S1)C(C)=O 1-(5-bromo-2-thienyl)ethanone